8-cyclopropyl-thieno[3',2':4,5]pyrrolo[1,2-d][1,2,4]triazin-5(6H)-one C1(CC1)C1=NNC(C=2N1C1=C(C2)C=CS1)=O